COC=1C=C2CCN(CC2=CC1NC1=NC=C2C(=N1)N(N=C2C)[C@H]2CC[C@H](CC2)C(=O)N)C (cis)-4-(6-((6-methoxy-2-methyl-1,2,3,4-tetrahydroisoquinolin-7-yl)amino)-3-methyl-1H-pyrazolo[3,4-d]pyrimidin-1-yl)cyclohexane-1-carboxamide